(S)-1-(2-(azetidin-1-yl)ethyl)-N-(3-chloro-4-fluorophenyl)-N-methyl-3-(6-methyl-4-(trifluoromethyl)pyridin-2-yl)-2-oxoimidazolidine-4-carboxamide N1(CCC1)CCN1C(N([C@@H](C1)C(=O)N(C)C1=CC(=C(C=C1)F)Cl)C1=NC(=CC(=C1)C(F)(F)F)C)=O